C(CCCCCCCCC)(=O)NC(CN1C=NC2=CC=C(C=C2C1=O)C(=O)O)C(=O)NCCCCCC 3-(2-decanamido-3-(hexylamino)-3-oxopropyl)-4-oxo-3,4-dihydroquinazoline-6-carboxylic acid